2-(8-(((3S,5S)-5-fluoro-1-methylpiperidin-3-yl)amino)imidazo[1,2-d][1,2,4]triazin-5-yl)-5-(trifluoromethyl)phenol F[C@H]1C[C@@H](CN(C1)C)NC=1C=2N(C(=NN1)C1=C(C=C(C=C1)C(F)(F)F)O)C=CN2